[Li+].[Si]([O-])([O-])([O-])[O-].[V+5] vanadium silicate lithium